COC(C1=CN=C(C=C1)\C=C\C1=CC(=C(C=C1)F)OC)=O (E)-6-(4-fluoro-3-methoxystyryl)nicotinic acid methyl ester